3-(2,4-Bis(trifluoromethyl)phenyl)-7,8-difluoro-1-(3-(1-(methylsulfonylmethyl)-1H-pyrazol-4-yl)prop-2-ynyl)-4,5-dihydro-1H-benzo[b]azepine-2(3H)-one FC(C1=C(C=CC(=C1)C(F)(F)F)C1CCC2=C(N(C1=O)CC#CC=1C=NN(C1)CS(=O)(=O)C)C=C(C(=C2)F)F)(F)F